NC=1C=C(C(=NC1)N1N=CC(=N1)C(C)O)Cl 1-(2-(5-amino-3-chloropyridin-2-yl)-2H-1,2,3-triazol-4-yl)ethan-1-ol